tert-butyl (2-(4-(1-(4-((5-chloro-4-((2-(dimethylphosphoryl)phenyl)amino)pyrimidin-2-yl)amino)-3-methoxyphenyl)piperidin-4-yl)piperazin-1-yl)ethyl)carbamate ClC=1C(=NC(=NC1)NC1=C(C=C(C=C1)N1CCC(CC1)N1CCN(CC1)CCNC(OC(C)(C)C)=O)OC)NC1=C(C=CC=C1)P(=O)(C)C